C1(CC1)C1=NN(C(=C1C1=NC=CC(=C1C=O)NC(OC(C)(C)C)=O)C)C(F)F tert-butyl {2-[3-cyclopropyl-1-(difluoromethyl)-5-methyl-1H-pyrazol-4-yl]-3-formylpyridin-4-yl}carbamate